CN1C=NC(=C1)C(=O)ON=CC1=CC=C(C=C1)F 4-Fluorobenzaldehyde-O-(1-methyl-1H-imidazole-4-carbonyl) oxime